O=C1N(C(CC1)=O)C(=O)O[C@H]1CN(C[C@@H]1F)C(C(=CC(C)(C)N1CC(CC1)(F)F)C#N)=O (3s,4s)-1-(2-cyano-4-(3,3-difluoropyrrolidin-1-yl)-4-methylpent-2-enoyl)-4-fluoropyrrolidin-3-yl 2,5-dioxopyrrolidine-1-carboxylate